Methyl 2-amino-5-((3,4-difluorobenzyl)oxy)benzoate NC1=C(C(=O)OC)C=C(C=C1)OCC1=CC(=C(C=C1)F)F